Thiocyanic Acid N#CS